O1COC2=C1C=CC(=C2)CN2CCN(CC2)CCCCN2SC(N(C2=O)CC2CCCCC2)=O 2-(4-(4-(Benzo[d][1,3]dioxol-5-ylmethyl)piperazin-1-yl)butyl)-4-(cyclohexylmethyl)-1,2,4-thiadiazolidine-3,5-dione